ClC=1C=C(C(=O)N2[C@@H](C=3N(CC2)C(=NC3N3C(CCC3)=O)C3=NC(=NS3)C)C)C=CC1F (R)-1-(7-(3-chloro-4-fluorobenzoyl)-8-methyl-3-(3-methyl-1,2,4-thiadiazol-5-yl)-5,6,7,8-tetrahydroimidazo[1,5-a]pyrazin-1-yl)pyrrolidin-2-one